C(C1=CC=CC=C1)OC1=C(C=C2C=CN=C(C2=C1)OCC1N(C(OC1)=O)COCCCl)C#N 7-(benzyloxy)-1-((3-((2-chloroethoxy)methyl)-2-oxooxazolidin-4-yl)methoxy)isoquinoline-6-carbonitrile